N'-diphenylethylpropane-1,3-diamine C1(=CC=CC=C1)C(CNCCCN)C1=CC=CC=C1